C(C)C(CC(=O)O)(C(=O)O)CC 3,3-diethyl-succinic acid